Cl.FC(OC1=CC=C(C=C1)C1(CNCC1)O)F 3-(4-(difluoromethoxy)phenyl)pyrrolidine-3-ol hydrochloride